para-cresyldithiophosphite C1(=CC=C(C=C1)C)SP([S-])[O-]